N\C(\C)=N/C(=N/S(=O)(=O)C1=CC=C(C=C1)C(F)(F)F)/N1N=C(C(CC1)C1=CC=CC=C1)C1=CC=C(C=C1)F (Z)-N-((Z)-1-aminoethylidene)-3-(4-fluorophenyl)-4-phenyl-N'-((4-(trifluoromethyl)phenyl)sulfonyl)-5,6-dihydropyridazine-1(4H)-carboximidamide